OC12CCC(CC1)(CC2)N2C1=NC(=NC=C1N(C2=O)C)NC=2C(=CC=1N(C2)N=CN1)C 9-(4-hydroxy-bicyclo[2.2.2]oct-1-yl)-7-methyl-2-((7-methyl-[1,2,4]triazolo[1,5-a]pyridin-6-yl)amino)-7,9-dihydro-8H-purin-8-one